2-[4-(4-carboxyphenyl)-6-(3-hydroxymethylpiperidin-1-yl)pyrimidin-2-ylamino]-4-methylthiazole-5-carboxylic acid ethyl ester C(C)OC(=O)C1=C(N=C(S1)NC1=NC(=CC(=N1)C1=CC=C(C=C1)C(=O)O)N1CC(CCC1)CO)C